5-(2-chloro-5-fluoropyrimidin-4-yl)-4-methyl-2-(oxetan-3-yl)thiazole methyl-4-(8-methoxyquinolin-6-yl)benzoate COC(C1=CC=C(C=C1)C=1C=C2C=CC=NC2=C(C1)OC)=O.ClC1=NC=C(C(=N1)C1=C(N=C(S1)C1COC1)C)F